BrCCCCCCCC(OCCCCCCC)OCCCCCCC 8-bromo-1,1-bis(heptyloxy)octane